5-chloro-N-(2-methanesulfonylpyridin-3-yl)pyridine-3-carboxamide ClC=1C=C(C=NC1)C(=O)NC=1C(=NC=CC1)S(=O)(=O)C